5-(4-morpholinyl)-1H-1,2,4-triazol-3-amine N1(CCOCC1)C1=NC(=NN1)N